C(C)N1C=C(C(C(=C1)C1=CC=C(C=C1)F)=O)C(=O)O 1-ethyl-5-(4-fluorophenyl)-4-oxo-1,4-dihydropyridine-3-carboxylic acid